cyclooctyl chloroformate ClC(=O)OC1CCCCCCC1